BrC1=NC=C(C=2C1=NN(N2)CCCCC(CCCCCCCCCC)CCCCCCCCCC)Br 4,7-dibromo-2-(5-decylpentadecyl)-[1,2,3]triazolo[4,5-c]pyridine